ClC1=CC=C(CN2C(=NC=C2C)N2N=C(C3=CC=CC=C23)C)C=C1 (1-(4-chlorobenzyl)-5-methyl-1H-imidazol-2-yl)-3-methyl-1H-indazole